tert-butyl 4-ethyl 3-oxopiperidine-1,4-dicarboxylate O=C1CN(CCC1C(=O)OCC)C(=O)OC(C)(C)C